C(#N)C=1C(=NC(=C(C1CC)C#N)N(C)C)SC(C(=O)N)C1CCNCC1 2-((3,5-dicyano-6-(dimethylamino)-4-ethylpyridin-2-yl)sulfanyl)-2-(piperidin-4-yl)acetamide